CC1=C(C(=CC(=C1C)OC)C)O 2,3,6-Trimethyl-4-methoxy-phenol